3-(5-(((1S,2S)-2-aminocycloheptyl)oxy)-1-oxoisoindolin-2-yl)piperidine-2,6-dione N[C@@H]1[C@H](CCCCC1)OC=1C=C2CN(C(C2=CC1)=O)C1C(NC(CC1)=O)=O